amino-N-(2,6-difluorobenzyl)-6-(2,6-dimethyl-(N-morpholinyl))-5-(4-fluorophenyl)pyrazine-2-carboxamide NC=1C(=NC(=C(N1)C1=CC=C(C=C1)F)N1CC(OC(C1)C)C)C(=O)NCC1=C(C=CC=C1F)F